N1(N=CN=C1)CC(C)O 1-[1,2,4]Triazole-1-yl-propan-2-ol